2-(3-dibenzothienyl)amino-9,9-dimethylfluorene C1=CC(=CC=2SC3=C(C21)C=CC=C3)NC3=CC=2C(C1=CC=CC=C1C2C=C3)(C)C